FC=1C=C2NC(C=3N(C2=C(C1C=1C=C(C=C2C=CNC12)F)C)C(=CN3)C)(C)C 7-fluoro-8-(5-fluoro-1H-indol-7-yl)-1,4,4,9-tetramethyl-4,5-dihydroimidazo[1,2-a]quinoxaline